2-(4-methoxyphenyl)-4-(4-nitrophenyl)-4-oxo-butyronitrile COC1=CC=C(C=C1)C(C#N)CC(=O)C1=CC=C(C=C1)[N+](=O)[O-]